(1R,3S,Z)-5-(2-{(1R,3aS,7aR,E)-7a-Methyl-1-[(R)-5-(trimethylsilyl)pentan-2-yl]octahydro-4H-inden-4-ylidene}ethylidene)-4-methylenecyclohexane-1,3-diol C[C@@]12CCC/C(/[C@@H]2CC[C@@H]1[C@H](C)CCC[Si](C)(C)C)=C\C=C\1/C([C@H](C[C@@H](C1)O)O)=C